tetramethyl-oxy-(1H-benzotriazol-1-yl)-ammonium Hexafluorophosphate F[P-](F)(F)(F)(F)F.COC1=C(C(=C(C2=C1N(N=N2)[NH3+])OC)OC)OC